4-(3-chloropyrazin-2-yl)thiopyridine ClC=1C(=NC=CN1)SC1=CC=NC=C1